BrC1=CC(=CC=C1)CC(F)(F)F 1-bromo-3-(2,2,2-trifluoroethyl)benzene